(3E)-1-chloro-3-octene ClCC\C=C\CCCC